Cl.C(C)OC(=O)C=1C=NC(=C(C1)Cl)N1CCNCC1 5-chloro-6-piperazin-1-yl-pyridine-3-carboxylic acid ethyl ester hydrochloride